2,6-dodecadienoylcoa C(C=CCCC=CCCCCC)(=O)SCCNC(CCNC([C@@H](C(COP(OP(OC[C@@H]1[C@H]([C@H]([C@@H](O1)N1C=NC=2C(N)=NC=NC12)O)OP(=O)(O)O)(=O)O)(=O)O)(C)C)O)=O)=O